5-(12-Heneicosenyl)-1,3-benzenediol C(CCCCCCCCCCC=CCCCCCCCC)C=1C=C(C=C(C1)O)O